C(#N)C=1C=CC(=NC1)N1CCC(CC1)NC(=O)[C@H]1N(C[C@@H](C1)O)C([C@H](C(C)(C)C)N1N=NC(=C1)C1CC1)=O (2S,4R)-N-[1-(5-cyano-2-pyridyl)-4-piperidyl]-1-[(2S)-2-(4-cyclopropyltriazol-1-yl)-3,3-dimethyl-butanoyl]-4-hydroxy-pyrrolidine-2-carboxamide